(2-(1-ethylazepan-4-yl)thieno[2,3-b]pyridin-4-yl)benzo[d]thiazol-5-amine C(C)N1CCC(CCC1)C1=CC=2C(=NC=CC2C=2SC3=C(N2)C=C(C=C3)N)S1